OC[C@@H]1CN(C(O1)=O)C (S)-5-(hydroxymethyl)-3-methyloxazolidin-2-one